methyl 4-(2-fluorophenyl)-2-pyrrolidin-1-yl-pyridine-3-carboxylate FC1=C(C=CC=C1)C1=C(C(=NC=C1)N1CCCC1)C(=O)OC